C(CCCCCCCCCCCCCCC)(=O)OC[C@@H](OC(CCCCCCC\C=C/CCCCCCCC)=O)COP(=O)(O)OCCN 1-palmitoyl-2-oleoylsn-glycero-3-phosphoethanolamine